1-(3-bromo-5-chloro-2-hydroxyphenyl)ethanone BrC=1C(=C(C=C(C1)Cl)C(C)=O)O